NC=1C=C(C=CC1O)N1N(C=CC1=O)C 2-(3-amino-4-hydroxyphenyl)-1-methyl-1,2-dihydro-3H-pyrazol-3-one